zinc borate-borneol C12(C(CC(CC1)C2(C)C)O)C.B([O-])([O-])[O-].[Zn+2].B([O-])([O-])[O-].[Zn+2].[Zn+2]